F[B-](F)(F)F.C[N+]1(CCCC1)CCC N-methyl-N-propyl-pyrrolidinium tetrafluoroborate